(2-(1-methoxyethyl)pyridin-3-yl)boronic acid COC(C)C1=NC=CC=C1B(O)O